ClC=1C=CC2=C([C@@H](C[C@@H](O2)C(=O)NC23CC(C2)(C3)N3N=CC(=C3)[C@@H]3C[C@@H](C3)OC(F)(F)F)O)C1 (2R,4R)-6-chloro-4-hydroxy-N-(3-{4-[cis-3-(trifluoromethoxy)cyclobutyl]-1H-pyrazol-1-yl}bicyclo[1.1.1]pentan-1-yl)-3,4-dihydro-2H-1-benzopyran-2-carboxamide